nonanoylbenzenesulfonic acid sodium salt [Na+].C(CCCCCCCC)(=O)C1=C(C=CC=C1)S(=O)(=O)[O-]